2-phenyl-9,10-di(naphth-2-yl)anthracene C1(=CC=CC=C1)C1=CC2=C(C3=CC=CC=C3C(=C2C=C1)C1=CC2=CC=CC=C2C=C1)C1=CC2=CC=CC=C2C=C1